COC[C@@H](COCCC(N1CCN(CC1)C1=NC=C(N=C1)C(F)(F)F)=O)NC1=C(C(NN=C1)=O)C(F)(F)F (S)-5-((1-Methoxy-3-(3-oxo-3-(4-(5-(trifluoromethyl)pyrazin-2-yl)piperazin-1-yl)propoxy)propan-2-yl)amino)-4-(trifluoromethyl)pyridazin-3(2H)-one